nickel-iron nickel [Ni].[Fe].[Ni]